4,4'-dimethoxy-[1,1'-biphenyl]-2,2'-dicarboxylic acid dimethyl ester COC(=O)C=1C(=CC=C(C1)OC)C=1C(=CC(=CC1)OC)C(=O)OC